(3R,4R,5R,6R)-6-(acetoxymethyl)-3-(2,2,2-trifluoroacetamido)tetrahydro-2H-pyran-2,4,5-triyl triacetate C(C)(=O)OC1O[C@@H]([C@@H]([C@@H]([C@H]1NC(C(F)(F)F)=O)OC(C)=O)OC(C)=O)COC(C)=O